OC1=C(C=CC=C1)C=1N=NC2=CC(=CC=C2C1)N1CC2(CN(C2)C2=CC(=NN2C)C(C(=O)OC)C(C)C)C1 methyl 2-(5-{6-[3-(2-hydroxyphenyl)cinnolin-7-yl]-2,6-diazaspiro[3.3]heptan-2-yl}-1-methylpyrazol-3-yl)-3-methylbutanoate